C(N)(OCC(OCCOCCNC1=C2C(N(C(C2=CC=C1)=O)C1C(NC(CC1)=O)=O)=O)C(C)(C)C)=O (tert-butyl 2-(2-(2-((2-(2,6-dioxopiperidin-3-yl)-1,3-dioxoisoindolin-4-yl) amino) ethoxy)-ethoxy) ethyl) carbamate